CC1=CC2=C(NC1=O)C=CS2 6-methylthieno[3,2-b]pyridin-5(4H)-one